(S)-2-(tert-butoxycarbonylamino)-3-(3-methylsulfonylphenyl)propionic acid C(C)(C)(C)OC(=O)N[C@H](C(=O)O)CC1=CC(=CC=C1)S(=O)(=O)C